(3-chloro-4-((3-cyano-6-(1-methyl-1H-pyrazol-4-yl)pyrazolo[1,5-a]pyridin-4-yl)ethynyl)-2-methylphenyl)acrylamide ClC=1C(=C(C=CC1C#CC=1C=2N(C=C(C1)C=1C=NN(C1)C)N=CC2C#N)C(C(=O)N)=C)C